2-(4,4-difluoropiperidin-1-yl)-6-methoxy-N-(piperazin-1-ylmethyl)-7-(3-(pyrrolidin-1-yl)prop-1-yn-1-yl)quinazolin-4-amine FC1(CCN(CC1)C1=NC2=CC(=C(C=C2C(=N1)NCN1CCNCC1)OC)C#CCN1CCCC1)F